FC=1C=C(C=C(C1OC1=CC=NC2=CC(=C(C=C12)OCCO)OC)F)NC(=O)C=1C=NC=CC1OCC(F)F N-(3,5-difluoro-4-((6-(2-hydroxyethoxy)-7-methoxyquinolin-4-yl)oxy)phenyl)-4-(2,2-difluoroethoxy)pyridine-3-carboxamide